2-({[1-cyclopropyl-6-fluoro-3-({[(3S)-1-(6-methylpyridin-3-yl)piperidin-3-yl][(2-methylpyridin-4-yl)methyl]amino}methyl)-4-oxo-1,4-dihydroquinolin-7-yl]methyl}carbamoyl)benzoic acid C1(CC1)N1C=C(C(C2=CC(=C(C=C12)CNC(=O)C1=C(C(=O)O)C=CC=C1)F)=O)CN(CC1=CC(=NC=C1)C)[C@@H]1CN(CCC1)C=1C=NC(=CC1)C